4-(3-pyridinyl)-3-morpholinone N1=CC(=CC=C1)N1C(COCC1)=O